[C@@H]1([C@@H](O)[C@H](O)[C@H](O)[C@@H](O1)C)OCCNC(CN(CC(=O)NCCCCCCNC(OCC1=CC=CC=C1)=O)CC(NCCO[C@H]1[C@@H](O)[C@H](O)[C@H](O)[C@@H](O1)C)=O)=O benzyl [6-(2-{bis[2-({2-[(α-L-fucopyranosyl)oxy]ethyl} amino)-2-oxoethyl]amino}acetamido)hexyl]carbamate